CN(C1=CC=C(C=C1)CN1N=C(C=C1C1=CC(=CC=C1)OCC(C)C)COC(C(=O)O)(C)C)C 2-[(1-[[4-(Dimethylamino)phenyl]methyl]-5-[3-(2-methylpropoxy)phenyl]-1H-pyrazol-3-yl)methoxy]-2-methylpropanoic acid